C(N(C1=CC=CC=C1)OCC)N(C1=CC=CC=C1)OCC Methylenebis(ethoxyaniline)